C(#N)C=1C=C(C=CC1F)C1=NN(C(=C1C(F)(F)F)C(=O)N)CC1CCCCC1 (3-cyano-4-fluorophenyl)-1-(cyclohexylmethyl)-4-(trifluoromethyl)-1H-pyrazole-5-carboxamide